N-((2-(4-((tert-Butoxycarbonyl)amino)-3-fluorophenyl)thiazole-4-carbonyl)-L-seryl)-O-(tert-butyldiphenylsilyl)-L-serine methyl ester COC([C@@H](NC([C@@H](NC(=O)C=1N=C(SC1)C1=CC(=C(C=C1)NC(=O)OC(C)(C)C)F)CO)=O)CO[Si](C1=CC=CC=C1)(C1=CC=CC=C1)C(C)(C)C)=O